ClC1=C(C(=CC=C1Cl)O)[C@@H]1C[C@@H](NCC1)CNS(=O)(=O)C=1C=NC=CC1 |o1:9,11| N-(2R,4S)-rel-[[4-(2,3-dichloro-6-hydroxyphenyl)piperidin-2-yl]methyl]pyridine-3-sulfonamide